((S)-5-(tert-butoxy)-4-(10-(4-(tert-butoxycarbonyl)phenoxy)decanamido)-5-oxopentanoyl)-L-glutamic acid C(C)(C)(C)OC([C@H](CCC(=O)N[C@@H](CCC(=O)O)C(=O)O)NC(CCCCCCCCCOC1=CC=C(C=C1)C(=O)OC(C)(C)C)=O)=O